P(=O)(OCCCCCCCCCCCC)(OCCCCCCCCCCCC)[O-] di(dodecyl) phosphate